tert-Butyl 3-bromo-5-fluorobenzylcarbamate BrC=1C=C(CNC(OC(C)(C)C)=O)C=C(C1)F